6-chloro-N-(6-(4-isopropyl-4H-1,2,4-triazol-3-yl)pyridin-2-yl)-2-methyl-1H-indole-3-carboxamide ClC1=CC=C2C(=C(NC2=C1)C)C(=O)NC1=NC(=CC=C1)C1=NN=CN1C(C)C